2-(pyridin-2-yldithio)ethan-1-amine hydrochloride Cl.N1=C(C=CC=C1)SSCCN